C(#N)C1=CC=C(N=N1)N1CC([C@@H](CC1)NC1=C(C=NC=2N1N=C(C2)C=2C=NC(=CC2)N2CCOCC2)C(=O)N)(C)C (R)-7-((1-(6-cyanopyridazin-3-yl)-3,3-dimethylpiperidin-4-yl)amino)-2-(6-morpholinopyridin-3-yl)pyrazolo[1,5-a]pyrimidine-6-carboxamide